((4,6-dimethyl-2-oxo-1,2-dihydropyridin-3-yl)methyl)-3-(ethyl-(tetrahydrofuran-3-yl)amino)-2-methyl-5-(trans-3-morpholin-4-ylcyclobutoxy)benzamide CC1=C(C(NC(=C1)C)=O)CC1=C(C(=C(C(=O)N)C=C1O[C@@H]1C[C@H](C1)N1CCOCC1)C)N(C1COCC1)CC